(4-chlorophenyl)(morpholinyl)methanone tert-butyl-2'-chlorospiro[oxetane-3,5'-pyrrolo[3,4-b]pyridine]-6'(7'H)-carboxylate C(C)(C)(C)OC(=O)N1CC2=NC(=CC=C2C12COC2)Cl.ClC2=CC=C(C=C2)C(=O)N2CCOCC2